1-ethyl-3-(3-vinylmethylaminopropyl)carbodiimide C(C)N=C=NCCCNCC=C